ClC1=C(C(=CC=C1Cl)OCOCC[Si](C)(C)C)C1CC(N(C1)C[C@@H]1OC(OC1)(C)C)=O 4-(2,3-dichloro-6-((2-(trimethylsilyl)ethoxy)methoxy)phenyl)-1-(((S)-2,2-dimethyl-1,3-dioxolan-4-yl)methyl)pyrrolidin-2-one